((R)-(2-chloro-3-fluorophenyl)(cyclopropyl)methoxy)-4-methyl-N-((R,E)-4-(methylsulfonyl)but-3-en-2-yl)pyrimidine-2-carboxamide ClC1=C(C=CC=C1F)[C@H](OC=1C(=NC(=NC1)C(=O)N[C@H](C)\C=C\S(=O)(=O)C)C)C1CC1